OC=1C=C(C(=O)Cl)C=CC1O 3,4-dihydroxybenzoyl chloride